(1R,3S,5R)-2-(2-(3-acetyl-5-(2-methylpyrazolo[1,5-a]pyrimidin-6-yl)-1H-indol-1-yl)acetyl)-N-(6-bromo-3-methylpyridin-2-yl)-5-methyl-2-azabicyclo[3.1.0]hexane-3-carboxamide C(C)(=O)C1=CN(C2=CC=C(C=C12)C=1C=NC=2N(C1)N=C(C2)C)CC(=O)N2[C@@H]1C[C@@]1(C[C@H]2C(=O)NC2=NC(=CC=C2C)Br)C